ClC=1N=CC2=C(N1)SC(=N2)N2C(=CC=C2C)C 5-chloro-2-(2,5-dimethyl-1H-pyrrol-1-yl)thiazolo[5,4-d]pyrimidine